CN1C(C=2N(C=3C=CC=C(C13)N)N=CC2)([2H])[2H] 5-methyl-4,5-dihydropyrazolo[1,5-a]quinoxaline-4,4-d2-6-amine